2-(8-phenyloctyl)isoindole-1,3-dione C1(=CC=CC=C1)CCCCCCCCN1C(C2=CC=CC=C2C1=O)=O